[C-]#N.S(=O)([O-])[O-].[Au+3].[Na+].CC1=C(C(=NN1[C@H]1COCCC1)O)[N+](=O)[O-] |r| (±)-5-methyl-4-nitro(tetrahydro-2H-pyran-3-yl)-1H-pyrazol-3-ol sodium gold sulfite cyanide